1-[4-(trifluoromethyl)pyridin-2-yl]piperazine hydrochloride Cl.FC(C1=CC(=NC=C1)N1CCNCC1)(F)F